4-[2-(2,4-DIFLUOROANILINO)-5-METHYL-THIAZOL-4-YL]-4-ETHYL-HEXANOIC ACID FC1=C(NC=2SC(=C(N2)C(CCC(=O)O)(CC)CC)C)C=CC(=C1)F